chlorine (2',6'-dimethoxy-[1,1'-biphenyl]) COC1=C(C(=CC=C1)OC)C1=CC=CC=C1.[Cl]